FC(S(=O)(=O)OC1=C(C=C(C=C1)C)C)(F)F 2,4-dimethylphenyl trifluoromethanesulfonate